7-(dibenzylamino)-6-(p-tolyl)pyrazolo[1,5-a]pyrimidine-3-carboxylic acid methyl ester COC(=O)C=1C=NN2C1N=CC(=C2N(CC2=CC=CC=C2)CC2=CC=CC=C2)C2=CC=C(C=C2)C